CC(C)(COP(=O)([O-])OP(=O)([O-])OC[C@@H]1[C@H]([C@H]([C@@H](O1)N2C=NC3=C(N=CN=C32)N)O)OP(=O)([O-])[O-])[C@H](C(=O)NCCC(=O)NCCSC(=O)CC(=O)C/C=C/CC=O)O The molecule is an acyl-CoA(4-) oxoanion arising from deprotonation of the phosphate and diphosphate OH groups of 3,8-dioxooct-5-enoyl-CoA; major species at pH 7.3. It is a conjugate base of a 3,8-dioxooct-5-enoyl-CoA.